C(C)(=O)N1CC(C1)C(=O)N(C)[C@H](C(F)(F)F)C1=CC=C(C=C1)Br 1-acetyl-N-[(1S)-1-(4-bromophenyl)-2,2,2-trifluoroethyl]-N-methylazetidine-3-carboxamide